NC1=C2N=CN(C2=NC(=N1)F)[C@H]1C[C@@H]([C@H](O1)CO)O (2R,3S,5R)-5-(6-amino-2-fluoro-9H-purin-9-yl)-2-(hydroxymethyl)tetrahydrofuran-3-ol